CN1N=NN=C1\C(\C1=CC=CC=C1)=N/OCC1=CC=CC(=N1)NC(OCCC#C)=O But-3-yn-1-yl {6-[({[(Z)-(1-methyl-1H-tetrazol-5-yl)(phenyl)methylen]amino}oxy)methyl]pyridin-2-yl}carbamat